O=C1N(C(CC1)=O)OC(=O)C1=CN=C(S1)NC1=CC=C2C(C=C(N(C2=C1)C)C(F)(F)F)=O 2-((1-methyl-4-oxo-2-(trifluoromethyl)-1,4-dihydroquinolin-7-yl)amino)thiazole-5-carboxylic acid 2,5-dioxopyrrolidin-1-yl ester